BrC1=C(C2(OC=C1)NC1=C3C(=CC=C1C2)C=CC=C3)OC bromo-3'-methoxy-benzindoline-spiropyran